3-azaspiro[5.4]decane C1CNCCC12CCCC2